The molecule is a cephalosporin compound having methoxymethyl and [(2Z)-2-(2-amino-1,3-thiazol-4-yl)-2-(hydroxyimino)acetyl]amino side-groups; a third-generation cephalosporin antibiotic. It has a role as an antibacterial drug. COCC1=C(N2[C@@H]([C@@H](C2=O)NC(=O)/C(=N\\O)/C3=CSC(=N3)N)SC1)C(=O)O